6-butyl-5-(2,6-dimethoxyphenyl)-3-[4-(4-methyl-1H-imidazol-5-yl)piperidine-1-carbonyl]pyridine-2,4-diol C(CCC)C1=C(C(=C(C(=N1)O)C(=O)N1CCC(CC1)C1=C(N=CN1)C)O)C1=C(C=CC=C1OC)OC